[N+](=O)([O-])C=1C=C2C3CN(CC(C2=CC1[N+](=O)[O-])C3)N=O 4,5-Dinitro-10-nitroso-10-azatricyclo[6.3.1.02,7]dodeca-2,4,6-triene